FC(C1=C(C(=O)C=2C=C(NC2)C(=O)OCC)C=CC=N1)(F)F ethyl 4-(2-(trifluoromethyl)nicotinoyl)-1H-pyrrole-2-carboxylate